CC1=CC(=C(C=C1)N=NC1=C(C(=CC2=CC=CC=C12)C(=O)[O-])[O-])S(=O)(=O)O 4-[(4-methyl-2-sulfophenyl)diazenyl]-3-oxidonaphthalene-2-carboxylate